ethoxydi(2,5-dimethylphenyl)phosphine C(C)OP(C1=C(C=CC(=C1)C)C)C1=C(C=CC(=C1)C)C